(3S,4R)-4-({7-isopropylimidazo[4,3-f][1,2,4]triazin-2-yl}amino)oxan-3-ol C(C)(C)C1=NC=C2C=NC(=NN21)N[C@H]2[C@@H](COCC2)O